N-(4-{4-cyano-2-[4-(difluoromethyl)-4H-1,2,4-triazol-3-yl]phenyl}-6-cyclopropyl-2-pyridyl)-5-{[(S)-tetrahydro-3-furylamino]methyl}-1-cyclopropyl-2-oxo-1,2-dihydronicotinamide C(#N)C1=CC(=C(C=C1)C1=CC(=NC(=C1)C1CC1)NC(C=1C(N(C=C(C1)CN[C@@H]1COCC1)C1CC1)=O)=O)C1=NN=CN1C(F)F